5-[5-(aminomethyl)pyrazol-1-yl]-2-[2-(3,4-difluoro-2-methyl-phenoxy)-4-methyl-5-(trifluoromethyl)-3-pyridyl]-1H-1,6-naphthyridin-4-one formate salt C(=O)O.NCC1=CC=NN1C1=C2C(C=C(NC2=CC=N1)C=1C(=NC=C(C1C)C(F)(F)F)OC1=C(C(=C(C=C1)F)F)C)=O